CC1C(CC(CC1)N=C=O)N=C=O 1-methyl-2,4-diisocyanato-cyclohexane